C1(NCN2C1=CN=CC2)C(=O)O.NCCC[Si](OC)(C)C (3-aminopropyl)dimethylmethoxysilane tetrahydroimidazo[1,5-a]pyrazine-1-carboxylate